C[C@]12C3CC[C@@]4(C(=CCC4C3CC=C2C[C@@H](CC1)NC(CCCCCC(=O)NO)=O)C=1C=NC=CC1)C N1-((3R,10R,13S)-10,13-dimethyl-17-(pyridin-3-yl)-2,3,4,7,8,9,10,11,12,13,14,15-dodecahydro-1H-cyclopenta[a]phenanthren-3-yl)-N7-hydroxyheptanediamide